4-{5-[(R)-(1,3-dimethyl-azetidin-3-yl)-(4-ethyl-phenyl)-hydroxy-methyl]-pyridin-3-yl}-2-(6-methyl-pyridin-2-yl)-but-3-yn-2-ol CN1CC(C1)(C)[C@](C=1C=C(C=NC1)C#CC(C)(O)C1=NC(=CC=C1)C)(O)C1=CC=C(C=C1)CC